2-Cyclopentyl-N-{4-[(3-methoxy-phenylamino)-methyl]-2,6-dimethyl-phenyl}-acetamide C1(CCCC1)CC(=O)NC1=C(C=C(C=C1C)CNC1=CC(=CC=C1)OC)C